9-(2-cyclopropyl-5-methoxy-4-nitrophenyl)-3,9-diazaspiro[5.5]undecane-3-carboxylic acid tert-butyl ester C(C)(C)(C)OC(=O)N1CCC2(CC1)CCN(CC2)C2=C(C=C(C(=C2)OC)[N+](=O)[O-])C2CC2